tert-Butyl (S)-4-(4'-(3-((tert-butoxycarbonyl)amino)piperidin-1-yl)-6'-chloro-[3,3'-bipyridin]-6-yl)piperazine-1-carboxylate C(C)(C)(C)OC(=O)N[C@@H]1CN(CCC1)C1=C(C=NC(=C1)Cl)C=1C=NC(=CC1)N1CCN(CC1)C(=O)OC(C)(C)C